4-(2-(3-chloro-4-cyano-2-methylphenyl)-2,8-diazaspiro[4.5]decan-8-yl)benzoic acid ClC=1C(=C(C=CC1C#N)N1CC2(CC1)CCN(CC2)C2=CC=C(C(=O)O)C=C2)C